CC(C[C@@H](C(=O)N[C@H](C(=O)O)C[C@H]1C(NCC1)=O)NC(=O)OC(CC1=CC=CC=C1)C)C (2S)-2-((2S)-4-methyl-2-((((1-phenylpropan-2-yl)oxy)carbonyl)amino)pentanamido)-3-((S)-2-oxopyrrolidin-3-yl)propanoic acid